(S)-quinuclidinol C1CN2CCC1C[C@@H]2O